N-(4-amino-cis-cyclohexyl)-3-(4-hexyloxyphenyl)-N-methylpropanamide N[C@H]1CC[C@H](CC1)N(C(CCC1=CC=C(C=C1)OCCCCCC)=O)C